C(C)(C)(C)OC(N[C@H]1C[C@H](N(CC1)C(=O)N1CC(C(CC1)CN1C=NC(=CC1=O)C1=CC=CC=C1)(C)C)C1=CC=CC=C1)=O ((2s,4r)-1-(3,3-dimethyl-4-((6-oxo-4-phenylpyrimidin-1(6H)-yl)methyl)piperidine-1-carbonyl)-2-phenylpiperidin-4-yl)carbamic acid tert-butyl ester